(3R,4R)-allyl 4-((2S,5S)-5-(4-chlorobenzyl)-2-methylmorpholino)-3-methoxypiperidine-1-carboxylate 2,2,2-trifluoroacetate FC(C(=O)O)(F)F.ClC1=CC=C(C[C@@H]2N(C[C@@H](OC2)C)[C@H]2[C@@H](CN(CC2)C(=O)OCC=C)OC)C=C1